NC1=C(N=CC(=N1)N1CCC2(CC1)C(CC=1C2=NC=CC1)N)SC1=C(C(=NC=C1)N)Cl 1'-(6-amino-5-((2-amino-3-chloro-pyridin-4-yl)thio)pyrazin-2-yl)-5,6-dihydrospiro[cyclopenta[b]pyridine-7,4'-piperidin]-6-amine